N-(1,1-biphenyl-4-yl)-N-[4-(9-phenyl-9H-carbazol-3-yl)phenyl]-9,9-dimethyl-9H-fluoren-2-amine C1(=CC=C(C=C1)N(C1=CC=2C(C3=CC=CC=C3C2C=C1)(C)C)C1=CC=C(C=C1)C=1C=CC=2N(C3=CC=CC=C3C2C1)C1=CC=CC=C1)C1=CC=CC=C1